2,3,4,5-Tetrahydro-2,5-methanobenzo[f][1,4]oxazepine O1C2CNC(C3=C1C=CC=C3)C2